6-(trifluoromethyl)-5,6,7,8-tetrahydroimidazo[1,5-a]Pyridine-3-carboxamide FC(C1CCC=2N(C1)C(=NC2)C(=O)N)(F)F